FC=1C=C(C=CC1C=1C=NC(=CC1)C=1N=NN(N1)C)N1C(O[C@@H](C1)C(C)O)=O (S)-3-(3-fluoro-4-(6-(2-methyl-2H-tetrazol-5-yl)pyridin-3-yl)phenyl)-5-(1-hydroxyethyl)oxazolidin-2-one